C(C)(C)(C)C1=C(C=2C(=NC(=CN2)C(=O)OC)N1C)\C=C\OC Methyl 6-tert-butyl-7-[(E)-2-methoxyvinyl]-5-methyl-pyrrolo[2,3-b]pyrazine-3-carboxylate